N-((1s,4s)-4-(5-(6-(3-cyanopyrrolo[1,2-b]pyridazin-7-yl)-4-(oxetan-3-ylamino)pyridin-3-yl)-1,3,4-thiadiazol-2-yl)cyclohexyl)cyclopropane-carboxamide C(#N)C1=CC=2N(N=C1)C(=CC2)C2=CC(=C(C=N2)C2=NN=C(S2)C2CCC(CC2)NC(=O)C2CC2)NC2COC2